OCC1(COC1)CNC1=CC=C(C#N)C=C1 4-(((3-(hydroxymethyl)oxetan-3-yl)methyl)amino)benzonitrile